MALEIMIDOGLYCIN C1(C=CC(N1NCC(=O)O)=O)=O